C(#N)C1=C(C=CC=C1)N1CCC(CC1)CCC(=O)NC1=CN=C2N1C=CC=C2 3-(1-(2-cyanophenyl)piperidin-4-yl)-N-(imidazo[1,2-a]pyridin-3-yl)propanamide